FCCCCCCCC(CCCCCCCF)O 1,15-difluoropentadecan-8-ol